C(=O)(O)C1=CC(=C(C=C1O)CN(C(C)=O)CC1=C(C=C(C(=C1)O)C(=O)O)O)O N,N-Bis(4-carboxy-2,5-dihydroxyphenylmethyl)acetamid